4,6-dichloro-N-(3-(trifluoromethyl)phenyl)-1,3,5-triazin-2-amine ClC1=NC(=NC(=N1)Cl)NC1=CC(=CC=C1)C(F)(F)F